CS[C@@H](C(=O)O)C |r| racemic-2-(methylthio)propanoic acid